BrC1=CC(=C(C(=C1)C)C(=O)N1[C@H](CCC1)C)C (S)-(4-bromo-2,6-dimethylphenyl)(2-methylpyrrolidin-1-yl)methanone